FC(OC1=C(N)C=CC(=C1)N1C[C@@H]2CN(C[C@@H]2C1)C)F 2-(difluoromethoxy)-4-((3aR,6aS)-5-methylhexahydropyrrolo[3,4-c]pyrrol-2(1H)-yl)aniline